3-(3-((2-((2-ethyl-4-((1R,5S)-8-methyl-3,8-diazabicyclo[3.2.1]octan-3-yl)phenyl)amino)-5-(trifluoromethyl)pyrimidin-4-yl)amino)propyl)-1,3-oxazepan-2-one C(C)C1=C(C=CC(=C1)N1C[C@H]2CC[C@@H](C1)N2C)NC2=NC=C(C(=N2)NCCCN2C(OCCCC2)=O)C(F)(F)F